methyl 4-nitro-1-(tetrahydro-2H-pyran-2-yl)-1H-pyrazole-3-carboxylate [N+](=O)([O-])C=1C(=NN(C1)C1OCCCC1)C(=O)OC